FC1=C(N=CC2=C1N=C(N=C2N2CC(CCC2)(O)C)OCC21CCCN1CCC2)C2=C1C=NNC1=CC=C2C 1-(8-fluoro-7-(5-methyl-1H-indazol-4-yl)-2-((tetrahydro-1H-pyrrolizin-7a(5H)-yl)methoxy)pyrido[4,3-d]pyrimidin-4-yl)-3-methylpiperidin-3-ol